COC(=O)C1=NC=2CCN(CC2C=C1C#N)CC1=CC=CC=C1 6-Benzyl-3-cyano-5,6,7,8-tetrahydro-[1,6]naphthyridine-2-carboxylic acid methyl ester